C(C)(C)(C)OC(=O)N[C@H](C(=O)OCC1=CC=CC=C1)C(C)C (S)-benzyl 2-((tert-butoxycarbonyl)amino)-3-methylbutanoate